C(C)(=O)OC1[C@@H](OC(C)=O)[C@@H](OC(C)=O)[C@@H](O1)COC(C)=O L-ribofuranose 1,2,3,5-tetraacetate